(S)-3-(1-oxo-5-(piperazin-1-yl)isoindolin-2-yl)piperidine-2,6-dione hydrochloride salt Cl.O=C1N(CC2=CC(=CC=C12)N1CCNCC1)[C@@H]1C(NC(CC1)=O)=O